ClC1=CC=C(CNS(=O)(=O)N2CCN(CC2)C=2C=NN3C2C=CC(=C3)C=3C=NN(C3)C)C=C1 N-(4-chlorobenzyl)-4-(6-(1-methyl-1H-pyrazol-4-yl)pyrazolo[1,5-a]pyridin-3-yl)piperazine-1-sulfonamide